N-[4-[(3-chloro-4-fluorophenyl)amino]-7-methoxyquinazolin-6-yl]-4-(piperidin-1-yl)-2-butenamide ClC=1C=C(C=CC1F)NC1=NC=NC2=CC(=C(C=C12)NC(C=CCN1CCCCC1)=O)OC